6-{2-[4-(1,2-Benzisoxazol-3-yl)piperidin-1-yl]ethyl}-1,4,5,6-tetrahydro-7H-pyrazolo[3,4-c]pyridin-7-one O1N=C(C2=C1C=CC=C2)C2CCN(CC2)CCN2C(C1=C(CC2)C=NN1)=O